trifluoromethyl-selenium FC(F)(F)[Se]